FC(C1=C(OC=2CCC3=CN(N=C3C21)C[C@@H]2OCCOC2)C(=O)NC[C@H]2OCCOC2)F 8-(Difluoromethyl)-N-{[(2R)-1,4-dioxan-2-yl]methyl}-2-{[(2S)-1,4-dioxan-2-yl]methyl}-4,5-dihydro-2H-furo[2,3-g]indazole-7-carboxamide